(1S,3aR,6aS)-2-(3-chloro-4H-thieno[3,2-b]pyrrole-5-carbonyl)-N-((S)-1-cyano-2-((R)-2-oxopiperidin-3-yl)ethyl)-5,5-difluorooctahydrocyclopenta[c]pyrrole-1-carboxamide ClC1=CSC2=C1NC(=C2)C(=O)N2[C@@H]([C@@H]1[C@H](C2)CC(C1)(F)F)C(=O)N[C@@H](C[C@@H]1C(NCCC1)=O)C#N